4-fluoro-2-((3-(5-(6-(3-hydroxy-3-methylbutyl)-7H-pyrrolo[2,3-d]pyrimidin-4-yl)pyridin-2-yl)-3,6-diazabicyclo[3.1.1]heptan-6-yl)methyl)phenol FC1=CC(=C(C=C1)O)CN1C2CN(CC1C2)C2=NC=C(C=C2)C=2C1=C(N=CN2)NC(=C1)CCC(C)(C)O